2-bromopropanamide BrC(C(=O)N)C